C1N(CCC2=CC=CC=C12)CC(CNC1=NNC2=C1N=CN=C2NC2=NC=CN=C2)O 1-(3,4-dihydro-isoquinolin-2(1H)-yl)-3-((7-(pyrazin-2-ylamino)-1H-pyrazolo[4,3-d]pyrimidin-3-yl)amino)propan-2-ol